C1=CC=C2C(=C1)C=CN2C(C3=CC(=C(C=C3)Cl)C(F)(F)F)N4C=CC5=CC=CC=C54 1,1-bis(3'-indolyl)-1-(4-chloro-3-trifluoromethylphenyl)methane